ClC=1C=C2C(=C3C1NC(NC31CCCCC1)=O)OC(=N2)CNC2C1COCC21 5-chloro-2-[({3-oxabicyclo[3.1.0]hexan-6-yl}amino)methyl]-7,8-dihydro-6H-spiro[[1,3]oxazolo[5,4-f]quinazoline-9,1'-cyclohexan]-7-one